1-(4-(4-((3-bromo-2-fluoro-4-(pyridin-2-ylmethoxy)phenyl)amino)-7H-pyrrolo[2,3-d]pyrimidin-5-yl)piperidin-1-yl)prop-2-en-1-one BrC=1C(=C(C=CC1OCC1=NC=CC=C1)NC=1C2=C(N=CN1)NC=C2C2CCN(CC2)C(C=C)=O)F